Cl.ClC1=C(C=CC=C1)C1=C2CC[C@@H](CC2=CC=C1)N(C)C (2S)-5-(2-chlorophenyl)-N,N-dimethyl-1,2,3,4-tetrahydronaphthalen-2-amine HCl